(cyclopentadienyl)dibenzyl-trimethylsilylmethyl-platinum C1(C=CC=C1)[Pt](C[Si](C)(C)C)(CC1=CC=CC=C1)CC1=CC=CC=C1